3-ethoxy-4,6-difluorodibenzothiophene C(C)OC=1C=CC2=C(SC3=C2C=CC=C3F)C1F